C(#N)C=1C=C(C=C2C=NN(C12)C)NC=1C=CC=C2C=CN(C(C12)=O)CC(=O)NCC(F)(F)F 2-(8-((7-cyano-1-methyl-1H-indazol-5-yl)amino)-1-oxoisoquinolin-2(1H)-yl)-N-(2,2,2-trifluoroethyl)acetamide